Cl.C(C)(=O)N1[C@H](C[C@H](C2=CC(=CC=C12)C1=CC=C(C(=O)NCCCCCN)C=C1)NC1=CC=C(C=C1)Cl)C 4-((2S,4R)-1-acetyl-4-((4-chlorophenyl)amino)-2-methyl-1,2,3,4-tetrahydroquinolin-6-yl)-N-(5-aminopentyl)benzamide hydrochloride